O=C1C=C(N=CN1CC(=O)O)CCC 2-(6-Oxo-4-propyl-pyrimidin-1-yl)acetic acid